2-amino-1-(4-(amino(4,5-dichloro-2-hydroxyphenyl)methyl)piperidin-1-yl)propan-1-one NC(C(=O)N1CCC(CC1)C(C1=C(C=C(C(=C1)Cl)Cl)O)N)C